BrC1=C(C=C(C=C1C(C)C)C1(COC1)O)C(C)C 3-(4-bromo-3,5-diisopropylphenyl)oxetan-3-ol